IC1=CC(=NC(=C1)N1CCOCC1)NC[C@H](C)O (2S)-1-[[4-iodo-6-(morpholin-4-yl)pyridin-2-yl]amino]propan-2-ol